C(C)C(CN1C=[N+](C=C1)CCCCCCCCCCCCCC)CCCC 1-(2-ethylhexyl)-3-tetradecylimidazolium